OC1=C(C=CC=C1)C(C(=O)OCC(CO)(CO)CO)C pentaerythritol (hydroxyphenyl)propionate